Cl.N1CC(OCC1)C(=O)O morpholine-2-carboxylate hydrochloride